5-fluoro-3-methyl-3,7-dihydro-4H-pyrrolo[2,3-d]pyrimidin-4-one bis(triethylamine) salt C(C)N(CC)CC.C(C)N(CC)CC.FC1=CNC=2N=CN(C(C21)=O)C